ClC1=C(C=C(C=C1)S(=O)(=O)O)CC(=O)C1CC1 4-chloro-3-(2-cyclopropyl-2-oxoethyl)benzenesulfonic acid